COC1=C(CNC(=O)[C@H]2C(C2)(F)F)C=CC(=C1)OC (S)-N-(2,4-Dimethoxybenzyl)-2,2-difluorocyclopropane-1-carboxamide